ClC1=CC(=C(C#N)C(=C1)OC(F)(F)F)C 4-chloro-2-methyl-6-(trifluoromethoxy)benzonitrile